3-isopropylamino-1-(7-methyl-4-indanyloxy)-2-butanol hydrochloride Cl.C(C)(C)NC(C(COC1=C2CCCC2=C(C=C1)C)O)C